methyl ((R)-2-((4-cyano-3-(1H-1,2,4-triazol-1-yl)benzyl)oxy)-3-(octadecyloxy)propyl) hydrogen phosphate P(=O)(OC)(OC[C@@H](COCCCCCCCCCCCCCCCCCC)OCC1=CC(=C(C=C1)C#N)N1N=CN=C1)O